[N+](=O)([O-])C1=C(C=C(C(=C1)OC)OC)[N+](=O)[O-] 1,2-dinitro-4,5-dimethoxybenzene